NC1=NC=CC(=N1)OC1=C(C(=C(C=C1)N1C(N(CC1=O)C=1C=NC=C(C1)C(F)(F)F)=O)C)CC 3-{4-[(2-amino-4-pyrimidinyl)oxy]-3-ethyl-2-methylphenyl}-1-[5-(trifluoromethyl)-3-pyridinyl]-2,4-imidazolidinedione